CN(/C=C/C(=O)C=1C=C2CN(CC2=CC1)C(=O)OC(C)(C)C)C tert-butyl (E)-5-(3-(dimethylamino)acryloyl)isoindoline-2-carboxylate